2-(2-fluorophenyl)-1H-imidazole-5-carbaldehyde FC1=C(C=CC=C1)C=1NC(=CN1)C=O